FC1=CC=C(C=C1)C=1N=C(NC1)[C@H]1COC2=C(C1)C=C(C=C2)OC2=C1CCC(NC1=NC=C2)=O 5-{[(3S)-3-[4-(4-fluorophenyl)-1H-imidazol-2-yl]-3,4-dihydro-2H-1-benzopyran-6-yl]oxy}-1,2,3,4-tetrahydro-1,8-naphthyridin-2-one